CCC(CNC(C(=O)[O-])C)CCCC.[Na+] sodium β-2-ethylhexylaminopropionate